5-(4-phenoxyphenyl)-7-(1,4-dioxaspiro[4.5]decan-8-yl)-7H-pyrrolo[2,3-d]pyrimidin-4-amine O(C1=CC=CC=C1)C1=CC=C(C=C1)C1=CN(C=2N=CN=C(C21)N)C2CCC1(OCCO1)CC2